C(C)(C)(C)OC(=O)N1[C@@H](CC(C1)=CC1=CCC2(CC2)CC1)CO (S)-2-(hydroxymethyl)-4-(spiro[2.5]oct-5-en-6-ylmethylene)pyrrolidine-1-carboxylic acid tert-butyl ester